Cl.O=C1N(CCC(N1)=O)C1=CC=C(C=C1)NC(=O)C1CCNCC1 N-[4-(2,4-dioxohexahydropyrimidin-1-yl)phenyl]piperidine-4-carboxamide hydrochloride